N-(1-ethylpropoxycarbonyl)-2,6-dimethylpiperidine C(C)C(CC)OC(=O)N1C(CCCC1C)C